3-(dimethylsulfamoyl)-4-(4-methoxybutylamino)benzoic acid CN(S(=O)(=O)C=1C=C(C(=O)O)C=CC1NCCCCOC)C